(1-(2-methoxyethyl)-1H-imidazol-5-yl)methylamine COCCN1C=NC=C1CN